O[C@@H](CN(C(C)=O)C)C1=CC=C(C=C1)OCCCCN1N=C(N=N1)C (R)-N-(2-Hydroxy-2-(4-(4-(5-methyl-2H-tetrazol-2-yl)butoxy)phenyl)ethyl)-N-methylacetamide